2-[(E)-2-(3-nitrophenyl)vinyl]quinoline [N+](=O)([O-])C=1C=C(C=CC1)/C=C/C1=NC2=CC=CC=C2C=C1